C(C\C=C/CCCC(=O)O)C(=O)O cis-3-heptene-1,7-dicarboxylic acid